FC1=C(C=2C=NC(=NC2C=C1C1=C(C2=C(OCCN2)N=C1)C)NC1=C(C=C2C3(CN(CC2=C1)C)CC3)OC)N 6-fluoro-N~2~-(6'-methoxy-2'-methyl-2',3'-dihydro-1'H-spiro[cyclopropane-1,4'-isoquinolin]-7'-yl)-7-(8-methyl-2,3-dihydro-1H-pyrido[2,3-b][1,4]oxazin-7-yl)quinazoline-2,5-diamine